FC([C@@H](OC1=CC=CC=2N1N=C(N2)N)C)(F)F 5-[(1S)-2,2,2-trifluoro-1-methyl-ethoxy]-[1,2,4]Triazolo[1,5-a]Pyridin-2-amine